[Li].[Ag] silver-lithium